N-(5-(1-(4-ethylphenyl)-1H-pyrazol-4-yl)-1H-indol-3-yl)tetrahydro-2H-pyran-2-carboxamide C(C)C1=CC=C(C=C1)N1N=CC(=C1)C=1C=C2C(=CNC2=CC1)NC(=O)C1OCCCC1